FC1=CC=C(C=N1)C1CC(N(CC1)C1=CC(=NN1COCC[Si](C)(C)C)C1=CC=NC=C1)=O 4-(6-fluoropyridin-3-yl)-1-(3-(pyridin-4-yl)-1-((2-(trimethylsilyl)ethoxy)methyl)-1H-pyrazol-5-yl)piperidin-2-one